(5RS)-5-{[(3S)-3-Fluoropyrrolidin-1-yl]carbonyl}-2-{[3-fluoro-2-(trifluoromethyl)pyridin-4-yl]methyl}-2,5,6,7-tetrahydro-3H-pyrrolo[2,1-c][1,2,4]triazol-3-one F[C@@H]1CN(CC1)C(=O)[C@H]1CCC2=NN(C(N21)=O)CC2=C(C(=NC=C2)C(F)(F)F)F |&1:8|